NC1CCN(CC1)C(CCCOC1=CC(=C(C=C1)N1C(NC(CC1)=O)=O)OC)=O 1-(4-(4-(4-aminopiperidin-1-yl)-4-oxobutoxy)-2-methoxyphenyl)dihydropyrimidine-2,4(1H,3H)-dione